5-(4-chloro-3-(trifluoromethyl)phenyl)thiophene-2-carbaldehyde ClC1=C(C=C(C=C1)C1=CC=C(S1)C=O)C(F)(F)F